1-(4-isopropoxyphenyl)-2-phenylbutane C(C)(C)OC1=CC=C(C=C1)CC(CC)C1=CC=CC=C1